C(C(C)(C)C)[O-] Neopentanolat